CC=1OC(CC1C(=O)NC1=CC=CC=C1)C=C 2-methyl-N-phenyl-5-vinyl-4,5-dihydrofuran-3-formamide